6,7-DIHYDRO-5H-PYRIDO[2,3-C]PYRIDAZINE N1=NC=CC2=C1NCCC2